C(C)C1=NCCC1 ethylazoline